C(CCCCCCCCCCC)(=O)OCCCCCCCCCCCCCC(=O)NC(CC)C(NCCCC(C)NC(C[C@@H](CCCCCCCCCCC)O)=O)=O 3-[(R)-dodecanoyloxytetradecanoylamino]-4-oxo-5-aza-9-[(R)-3-hydroxytetradecanoylamino]decan